2-morpholino-propan-1-one O1CCN(CC1)C(C=O)C